BrC1=C(C=C(C(=O)OC)C=C1)C#N methyl 4-bromo-3-cyanobenzoate